C(C1=CC=CC=C1)OC=1C2=C(N=C(N1)OC[C@H]1N(CCC1)C)CNCC2 (S)-4-(benzyloxy)-2-((1-methylpyrrolidin-2-yl)methoxy)-5,6,7,8-tetrahydropyrido[3,4-d]pyrimidine